[(2R)-4-{17-fluoro-7,11-dioxa-20,23,24-triazapentacyclo[17.5.2.12,6.013,18.022,25]heptacosa-1(24),2,4,6(27),13(18),14,16,19,21,25-decaen-5-yl}-1-methylpiperazin-2-yl]methanol FC1=CC=CC=2COCCCOC=3C(=CC=C(C4=NNC5=CN=C(C12)C=C45)C3)N3C[C@@H](N(CC3)C)CO